2-[2-[2-(4-fluoro-3,5-dimethylphenyl)-3-[3-(1-methylindazol-5-yl)-2-oxoimidazol-1-yl]-6,7-dihydro-4H-pyrazolo[4,3-c]pyridine-5-carbonyl]-5-(oxan-4-yl)indol-1-yl]acetic acid FC1=C(C=C(C=C1C)N1N=C2C(CN(CC2)C(=O)C=2N(C3=CC=C(C=C3C2)C2CCOCC2)CC(=O)O)=C1N1C(N(C=C1)C=1C=C2C=NN(C2=CC1)C)=O)C